C(C)OC1=C(C=C(C=C1)S(=O)(=O)N1CCN(CC1)CCCO)C1=NN2C(C(N1)=O)=C(C=C2CCC)C (E)-2-(2-Ethoxy-5-((4-(3-hydroxypropyl)piperazin-1-yl)sulfonyl)phenyl)-5-methyl-4-oxo-7-propyl-3,4-dihydropyrrolo[2,1-f][1,2,4]triazin